5-iodo-3-(1-methylpiperidin-4-yl)thiophene-2-carboxylic acid methyl ester COC(=O)C=1SC(=CC1C1CCN(CC1)C)I